2-oxo-[1,2'-bipyridine]-4'-carboxylic acid methyl ester COC(=O)C1=CC(=NC=C1)N1C(C=CC=C1)=O